(R)-3-(pyrrolidin-1-yl)propane-1,2-diol N1(CCCC1)C[C@H](CO)O